phenoxyl-benzoic acid O(C1=CC=CC=C1)C1=C(C(=O)O)C=CC=C1